9-(6-exo-hydroxy-3-phenyl-3a-(1-phenylvinyl)-1,3a,4,5,6,6a-hexahydropentalen-2-yl)nonanoic acid OC1CCC2(C(=C(CC12)CCCCCCCCC(=O)O)C1=CC=CC=C1)C(=C)C1=CC=CC=C1